CN(C)CC1=CC=C(C(=N1)C)N1C=NC(=C1)C1=NC(=NC=C1C(F)(F)F)NC1CCN(CC1)S(=O)(=O)C 4-(1-(6-((Dimethylamino)methyl)-2-methylpyridin-3-yl)-1H-imidazol-4-yl)-N-(1-(methyl-sulfonyl)piperidin-4-yl)-5-(trifluoromethyl)pyrimidin-2-amine